(trans)-4-((((2s,4s)-4-(6-carbamoyl-2-fluoro-3-methoxyphenyl)-5-chloro-2-phenyl-2,3-dihydrobenzofuran-2-yl)methyl)amino)cyclohexanecarboxylic acid C(N)(=O)C1=CC=C(C(=C1C1=C(C=CC2=C1C[C@](O2)(C2=CC=CC=C2)CN[C@@H]2CC[C@H](CC2)C(=O)O)Cl)F)OC